2-[3-[1-(2,6-dioxo-3-piperidyl)-3-methyl-2-oxo-benzimidazol-4-yl]propoxy]ethyl piperazine-1-carboxylate N1(CCNCC1)C(=O)OCCOCCCC1=CC=CC=2N(C(N(C21)C)=O)C2C(NC(CC2)=O)=O